COC(CC1C2=C(C(NC1)=O)C(=C(N2)C2=C(C=NC=C2)F)NC2=C(C(=CC=C2)Cl)OC)=O 2-{3-[(3-chloro-2-methoxyphenyl)amino]-2-(3-fluoropyridin-4-yl)-4-oxo-1H,5H,6H,7H-pyrrolo[3,2-c]pyridin-7-yl}acetic acid methyl ester